CC1=NN2C(C=CC=C2C(=O)[O-])=C1 2-methyl-pyrazolo[1,5-a]pyridine-7-carboxylate